(1R,2S,5S)-3-[(2S)-2-(2,2-difluoropropanoylamino)-3-hydroxy-3-methyl-butanoyl]-6,6-dimethyl-3-azabicyclo[3.1.0]hexane-2-carboxylic acid FC(C(=O)N[C@H](C(=O)N1[C@@H]([C@H]2C([C@H]2C1)(C)C)C(=O)O)C(C)(C)O)(C)F